2'-O-hexadecyl-guanosine C(CCCCCCCCCCCCCCC)O[C@H]1[C@@H](O[C@@H]([C@H]1O)CO)N1C=NC=2C(=O)NC(N)=NC12